Cl.FC=1C=C(C=CC1)[C@@H](O)[C@@H]1N[C@@H](CC1)C[C@@H]1CN(CCC1)S(=O)(=O)C (R)-(3-Fluorophenyl)((2R,5S)-5-(((R)-1-(methylsulfonyl)piperidin-3-yl)methyl)pyrrolidin-2-yl)methanol hydrochloride